1-ethyl-4-hydroxy-5-isopropyl-pyrazol C(C)N1N=CC(=C1C(C)C)O